FC1=C(C=CC(=C1C)F)[C@H]1[C@H](O[C@@](C1)(C(F)(F)F)C)C(=O)NC1=CC(=NC=C1)C(=O)N (2S,3S,5S)-4-[[3-(2,4-difluoro-3-methyl-phenyl)-5-methyl-5-(trifluoromethyl)tetrahydrofuran-2-carbonyl]amino]pyridine-2-carboxamide